(4-methoxy-7-morpholin-4-yl-thiazolo[4,5-c]pyridin-2-yl)-amid COC1=NC=C(C2=C1N=C(S2)[NH-])N2CCOCC2